S1C=NC2=C1C=CC(=C2)N benzo[d]Thiazole-5-amine